1-cyclohexylethylamine C1(CCCCC1)C(C)N